P(OC1CC1)([O-])=O cyclopropyl phosphonate